C(CCCCCCC\C=C/CCCCCCCC)(=O)OCCC(CCCC(C)C)C 3,7-dimethyloctyl oleate